ClC1=CC=C2C(=N1)N=C(O2)N2CC1=NC=CN=C1C2 5-chloro-2-(5,7-dihydropyrrolo[3,4-b]pyrazin-6-yl)oxazolo[4,5-b]pyridine